1-amino-2-(4'-nitrophenylazo)-7-phenylazo-8-hydroxy-3,6-naphthalenedisulfonic acid NC1=C(C(=CC2=CC(=C(C(=C12)O)N=NC1=CC=CC=C1)S(=O)(=O)O)S(=O)(=O)O)N=NC1=CC=C(C=C1)[N+](=O)[O-]